(1R,2S)-1-(5-chloropyrimidin-2-yl)-N-(4-(4,6-dimethoxypyrimidin-5-yl)-5-((1R,2S)-2-(trifluoromethyl)cyclopropyl)-4H-1,2,4-triazol-3-yl)-1-methoxypropane-2-sulfonamide ClC=1C=NC(=NC1)[C@H]([C@H](C)S(=O)(=O)NC1=NN=C(N1C=1C(=NC=NC1OC)OC)[C@H]1[C@H](C1)C(F)(F)F)OC